C(C)[Si]1(CCCC1)C#C 1-ethyl-1-ethynyl-1-silacyclopentane